1,2-Bis(2,4-dimethyl-5-phenyl-3-thienyl)-3,3,4,4,5,5-hexafluoro-1-cyclopentene CC=1SC(=C(C1C1=C(C(C(C1(F)F)(F)F)(F)F)C1=C(SC(=C1C)C1=CC=CC=C1)C)C)C1=CC=CC=C1